[Si](C1=CC=CC=C1)(C1=CC=CC=C1)(C(C)(C)C)OCC(=O)N1CCN(CC1)CC#C 2-((tert-butyldiphenylsilyl)oxy)-1-(4-(prop-2-yn-1-yl)piperazin-1-yl)ethan-1-one